C(C\C=C\CC)(=O)OC1=C(C=C(C=C1)OC)C1SCCCS1 (E)-2-(1,3-dithian-2-yl)-4-methoxy-phenyl hex-3-enoate